acrylamido-N-((4-ethyl-6-methyl-2-oxo-1,2-dihydropyridin-3-yl)methyl)-4-methyl-4'-(trifluoromethoxy)-[1,1'-biphenyl]-3-carboxamide C(C=C)(=O)NC1=C(C=CC(=C1C(=O)NCC=1C(NC(=CC1CC)C)=O)C)C1=CC=C(C=C1)OC(F)(F)F